2-Chloro-N-(1-ethyl-1H-indazol-4-yl)-5-{[(3-hydroxy-2,2-dimethylpropionyl)amino]methyl}benzamide diethyl(3-bromobenzyl)phosphonate C(C)OP(OCC)(=O)CC1=CC(=CC=C1)Br.ClC1=C(C(=O)NC2=C3C=NN(C3=CC=C2)CC)C=C(C=C1)CNC(C(CO)(C)C)=O